BrC1=C2C=CN(C2=CC=C1)[Si](C)(C)C(C)(C)C 4-bromo-1-(t-butyldimethylsilyl)indole